1-(cyclopentylmethyl)-4-iodo-1H-pyrazole C1(CCCC1)CN1N=CC(=C1)I